The molecule is a 1-phosphatidyl-1D-myo-inositol 3-phosphate in which both phosphatidyl acyl groups are specified as octanoyl. It is a 1-phosphatidyl-1D-myo-inositol 3-phosphate and an octanoate ester. It is a conjugate acid of a 1,2-dioctanoyl-sn-glycero-3-phospho-(1'-D-myo-inositol-3'-phosphate)(3-). CCCCCCCC(=O)OC[C@H](COP(=O)(O)O[C@H]1[C@@H]([C@H]([C@@H]([C@H]([C@H]1O)OP(=O)(O)O)O)O)O)OC(=O)CCCCCCC